COC1=CC=C(CN2N=C(C=C(C2=O)C#N)C2N(CCC2)CC(N2CCN(CC2)C2=NC=C(C=N2)C(F)(F)F)=O)C=C1 2-(4-methoxybenzyl)-3-oxo-6-(1-(2-oxo-2-(4-(5-(trifluoromethyl)pyrimidin-2-yl)piperazin-1-yl)ethyl)pyrrolidin-2-yl)-2,3-dihydropyridazine-4-carbonitrile